(3S)-4-(4-bromo-2,5-difluoro-benzoyl)-3-(2-hydroxyethyl)piperazine-1-carboxylic acid tert-butyl ester C(C)(C)(C)OC(=O)N1C[C@@H](N(CC1)C(C1=C(C=C(C(=C1)F)Br)F)=O)CCO